[Sn].[Pb].C(C)(C)(C)[Si](C1=CC=C(C=C1)CO)(F)C(C)(C)C (4-(Di-tert-Butylfluorosilyl)phenyl)methanol lead tin salt